C1(=CC=CC=C1)N1C=NC=C1 N-phenylimidazole